naphthyl-pyrrolinedione C1(=CC=CC2=CC=CC=C12)N1C=CC(C1=O)=O